CC1=CC=C(C=C1)S(=O)(=O)NC(=O)OC(C)(C)C N-(tert-butoxycarbonyl)p-toluenesulfonamide